CN1C(=NN=C1)CCC=1C=C(C=CC1)C1=NN2C(C=CC=C2C(F)(F)F)=N1 2-(3-(2-(4-methyl-4H-1,2,4-triazol-3-yl)ethyl)phenyl)-5-(trifluoromethyl)-[1,2,4]triazolo[1,5-a]pyridine